C(C=C)(=O)[Zn].[Zn].[Mg] magnesium zinc alloyl-zinc